(9-phenanthryl)phenyldimethoxysilane C1=CC=CC=2C3=CC=CC=C3C(=CC12)[Si](OC)(OC)C1=CC=CC=C1